(1,8-dimethyl-3-(3-methyl-1,2,4-thiadiazol-5-yl)-5,6-dihydroimidazo[1,5-a]pyrazin-7(8H)-yl)(4-fluorophenyl)methanone CC=1N=C(N2C1C(N(CC2)C(=O)C2=CC=C(C=C2)F)C)C2=NC(=NS2)C